ClC1=C(C=CC(=C1)Cl)C1COC2=C(O1)C=CC=C2 2-(2,4-dichlorophenyl)-2,3-dihydrobenzo[b][1,4]dioxin